N-methyl-tryptophan methyl ester COC([C@@H](NC)CC1=CNC2=CC=CC=C12)=O